4'-Bromoacetophenone BrC1=CC=C(C=C1)C(C)=O